NC1=NC=C(C2=C1C=NN2)NC(C(=O)N(CC2=NC=C(C=C2)C(F)(F)F)[C@@H]2CCC1=CC=CC=C21)=O (R)-N1-(4-amino-1H-pyrazolo[4,3-c]pyridin-7-yl)-N2-(2,3-dihydro-1H-inden-1-yl)-N2-((5-(trifluoromethyl)pyridin-2-yl)methyl)oxalamide